2'-oxo-5'-(trifluoromethyl)spiro[cyclobutane-1,3'-indoline]-7'-carboxylic acid O=C1NC2=C(C=C(C=C2C12CCC2)C(F)(F)F)C(=O)O